OCC(CN(C(=O)C=1NN=C2C1CN(CC2)C(=O)OC(C)(C)C)C)=C tert-butyl 3-[2-(hydroxymethyl)allyl-methyl-carbamoyl]-2,4,6,7-tetrahydropyrazolo[4,3-c]pyridine-5-carboxylate